4-(2-amino-1-hydroxypropan-2-yl)piperidine-1-carboxylate NC(CO)(C)C1CCN(CC1)C(=O)[O-]